COCCC=1C=CC2=C(N=C(O2)C2CCN(CC2)C2=C(C(N(C3=CC=CC=C23)C)=O)C#N)C1 4-{4-[5-(2-methoxyethyl)-1,3-benzooxazol-2-yl]piperidin-1-yl}-1-methyl-2-oxo-1,2-dihydroquinoline-3-carbonitrile